2-((trifluoromethyl)thio)ethan-1-one FC(SCC=O)(F)F